CC1=C(C=CC(=C1)C1=NC2=CC(=CC=C2C(=N1)NC1=NNC(=C1)C)N1CCN(CC1)C)NC(C=C)=O N-(2-methyl-4-(4-((5-methyl-1H-pyrazol-3-yl)amino)-7-(4-methylpiperazin-1-yl)quinazolin-2-yl)phenyl)acrylamide